phosphodisulfide P(=O)(=O)SSP(=O)=O